N-methyl-4-((6-oxopyrimidin-1(6H)-yl)methyl)benzamide CNC(C1=CC=C(C=C1)CN1C=NC=CC1=O)=O